ClC=1C=CC(=C(C1)C1=CC(=C(N=N1)OCCN1CCN(CC1)C)NC1=CC(=NC=C1)N)F N4-[6-(5-chloro-2-fluorophenyl)-3-[2-(4-methylpiperazin-1-yl)ethoxy]pyridazin-4-yl]-pyridine-2,4-diamine